O1CC(C1)CC(C)=O 1-(oxetan-3-yl)propan-2-one